C(C=C)OC(COCC(=O)OCC=C)=O.NC=1C=2N(C=CN1)C(=NC2OC2=C(C=C(C=C2)OC2=CC=CC=C2)Cl)[C@H]2N(CCC2)C(C#CC)=O (S)-1-(2-(8-amino-1-(2-chloro-4-phenoxyphenoxy)imidazo[1,5-a]pyrazin-3-yl)pyrrolidin-1-yl)but-2-yn-1-one diallyl-diglycolate